methylenedi-urea C(NC(=O)N)NC(=O)N